ClC1=C(C(=O)O)C(=C(C(=C1Cl)C(=O)O)Cl)Cl 2,3,5,6-tetrachloroterephthalic acid